2-(5-methyl-2-pyridyl)isoindoline-1,3-dione CC=1C=CC(=NC1)N1C(C2=CC=CC=C2C1=O)=O